FC(OCC1=CC2=C(N=C(N=C2)S(=O)(=O)C)N(C1=O)C)F 6-((Difluoromethoxy)methyl)-8-methyl-2-(methylsulfonyl)pyrido[2,3-d]pyrimidin-7(8H)-one